ClC1=C(CNC(=O)[C@]2(C=3C=CC=NC3[C@@](CC2)(NS(=O)(=O)C2=C(C=CC=C2)[N+](=O)[O-])CO)F)C=CC(=C1)Cl |o1:7,14| (5S*,8R*)-N-(2,4-dichlorobenzyl)-5-fluoro-8-(hydroxymethyl)-8-(2-nitrophenylsulfonamido)-5,6,7,8-tetrahydroquinoline-5-carboxamide